tert-butyl (3S)-3-(fluoromethyl)-4-[(4-methoxyphenyl)methyl]piperazine-1-carboxylate FC[C@@H]1CN(CCN1CC1=CC=C(C=C1)OC)C(=O)OC(C)(C)C